2-(2-hydroxy-3-benzyl-5-methoxyphenyl)-benzotriazole OC1=C(C=C(C=C1CC1=CC=CC=C1)OC)N1N=C2C(=N1)C=CC=C2